[Si](C)(C)(C(C)(C)C)OCCOCCO 2-((tert-Butyldimethylsilanyloxy)ethoxy)ethanol